C1(CC1)N1C(C(=CC=C1)C(=O)O)=O 1-cyclopropyl-2-oxo-pyridine-3-carboxylic acid